C1=C(C=CC2=CC=CC=C12)C=1C=2N(C(=CN1)S(=O)(=O)C1=CC=C(C)C=C1)C=CN2 8-(2-naphthyl)-5-(p-toluenesulfonyl)imidazo[1,2-a]pyrazine